BrC=1C=C(C=CC1)C1(CC(C1)(OC)OC)C#N 1-(3-bromophenyl)-3,3-dimethoxy-cyclobutanecarbonitrile